N-[5,5-dimethyl-8-(5-methyl-1H-1,2,3-triazol-1-yl)-5H-chromeno[3,4-d]pyrimidin-3-yl]-5-{[(2-methanesulfonylethyl)amino]methyl}pyridin-3-amine CC1(OC=2C=C(C=CC2C=2C1=NC(=NC2)NC=2C=NC=C(C2)CNCCS(=O)(=O)C)N2N=NC=C2C)C